O=C(CCC(=O)O)C1=CC=2CCCCC2C=C1 4-oxo-4-(5,6,7,8-tetrahydronaphthalen-2-yl)butyric acid